S1C(=NC2=C1C=CC=C2)C=2C(=C(C=O)C=C(C2)C)O benzo[d]thiazol-2-yl-2-hydroxy-5-methylbenzaldehyde